2-amino-7-((2',3'-difluoro-[1,1'-biphenyl]-2-yl)oxy)-1,2,3,4-tetrahydronaphthalene-2-carboxylic acid NC1(CC2=CC(=CC=C2CC1)OC1=C(C=CC=C1)C1=C(C(=CC=C1)F)F)C(=O)O